3,3-difluoro-1-{[(4,5,6,7,8,9-hexahydrocycloocta[b]thiophen-2-ylcarbonyl)amino]methyl}cyclobutanecarboxylic acid FC1(CC(C1)(C(=O)O)CNC(=O)C1=CC2=C(S1)CCCCCC2)F